N[C@H]1CC[C@H](CC1)CCO cis-2-(4-aminocyclohexyl)ethane-1-ol